N1C=C(C2=CC=CC=C12)CC(=O)O 3-indolacetic acid